Tetraphenyl-phosphonium bromide [Br-].C1(=CC=CC=C1)[P+](C1=CC=CC=C1)(C1=CC=CC=C1)C1=CC=CC=C1